(R)-3-((benzyloxy)methyl)-3-((S)-4-isopropyl-2-oxooxazolidine-3-carbonyl)pyrrolidine-1-carboxylic acid tert-butyl ester C(C)(C)(C)OC(=O)N1C[C@@](CC1)(C(=O)N1C(OC[C@@H]1C(C)C)=O)COCC1=CC=CC=C1